FC(C(=O)NC1CC(C2=CC=CC=C12)F)(F)F 2,2,2-trifluoro-N-(3-fluoro-2,3-dihydro-1H-inden-1-yl)acetamide